5-(2-((1-(methylsulfonyl)piperidin-4-yl)amino)-5-(trifluoromethyl)pyrimidin-4-yl)-2-(2,2,2-trifluoro-1-hydroxyethyl)thiophene-3-carbonitrile CS(=O)(=O)N1CCC(CC1)NC1=NC=C(C(=N1)C1=CC(=C(S1)C(C(F)(F)F)O)C#N)C(F)(F)F